4-((4-nitrophenyl)sulfonyl)-N-phenyl-1-(3,4,5-tris(benzyloxy)benzoyl)piperazine-2-carboxamide [N+](=O)([O-])C1=CC=C(C=C1)S(=O)(=O)N1CC(N(CC1)C(C1=CC(=C(C(=C1)OCC1=CC=CC=C1)OCC1=CC=CC=C1)OCC1=CC=CC=C1)=O)C(=O)NC1=CC=CC=C1